NC1=C(C(=O)O)C=C(C(=C1)OC1CC1)O[C@H]1[C@@H](CN(CC1)C(=O)OC(C)(C)C)F 2-amino-5-{[(3R,4R)-1-[(tert-butoxy)carbonyl]-3-fluoropiperidin-4-yl]oxy}-4-cyclopropoxybenzoic acid